COC1(CCC1)C methylcyclobutyl methyl ether